2-(4-propylcyclohexyloxy)-1,3-propanediol C(CC)C1CCC(CC1)OC(CO)CO